FC1=NC=CC=C1C=1C=C2C(=NNC2=CC1)C(=O)NC1=CC=C2CCN(CC2=C1)C(C(F)(F)F)=O 5-(2-fluoropyridin-3-yl)-N-(2-(2,2,2-trifluoroacetyl)-1,2,3,4-tetrahydroisoquinolin-7-yl)-1H-indazole-3-carboxamide